C(#N)C(CC=1C(NC2=CC=C(C=C2C1)C)=O)NC([C@H](CC1=CC=CC=C1)NC([C@H](C(C)(C)C)NS(=O)(=O)CC(F)(F)F)=O)=O (2S)-N-((2S)-1-((1-Cyano-2-(6-methyl-2-oxo-1,2-dihydroquinolin-3-yl)ethyl)amino)-1-oxo-3-phenylpropan-2-yl)-3,3-dimethyl-2-((2,2,2-trifluoroethyl)sulfonamido)butanamide